(S)-1-(1-(3-methoxyphenyl)ethyl)-6-nitro-3,4-dihydroquinolin-2(1H)-one COC=1C=C(C=CC1)[C@H](C)N1C(CCC2=CC(=CC=C12)[N+](=O)[O-])=O